(S)-3-[4-(4-Acetylpiperazin-1-yl)phenyl]-2-aminopropanoic acid C(C)(=O)N1CCN(CC1)C1=CC=C(C=C1)C[C@@H](C(=O)O)N